6-(benzyloxy)-6,18-bis(trifluoromethyl)-16,23-dioxa-3,4,21-triazatetracyclo[15.3.1.12,5.111,15]tricosa-1(21),2,4,11(22),12,14,17,19-octaen-20-amine C(C1=CC=CC=C1)OC1(C2=NN=C(C=3C(=CC(=C(OC4=CC=CC(CCCC1)=C4)N3)C(F)(F)F)N)O2)C(F)(F)F